C(CCC=CCC=CCC=CCC=CCC=CCC=CCC)(=O)OC1=CC(=CC(=C1)O[Si](C(C)C)(C(C)C)C(C)C)\C=C\C1=CC=C(C=C1)O 3-((E)-4-hydroxystyryl)-5-((triisopropylsilyl)oxy)phenyl docosa-4,7,10,13,16,19-hexaenoate